N-[(1R)-1-methylbut-2-ynyl]-5-[4-(trifluoromethyl)phenoxy]naphthalene-2-carboxamide C[C@H](C#CC)NC(=O)C1=CC2=CC=CC(=C2C=C1)OC1=CC=C(C=C1)C(F)(F)F